FC=1C(=CC2=C(C(CO2)(C)C)C1)C(=O)N 5-fluoro-3,3-dimethyl-2,3-dihydrobenzofuran-6-carboxamide